6-(4-Methoxybenzyl)-2,4-dimethyl-4,6-dihydro-5H-thiazolo[5',4':4,5]pyrrolo[2,3-d]pyridazin-5-one COC1=CC=C(CN2N=CC3=C(C2=O)N(C2=C3SC(=N2)C)C)C=C1